(6-(4-isopropyl-4H-1,2,4-triazol-3-yl)pyridin-2-yl)-4-(pyridin-3-yl)benzofuran-2-carboxamide C(C)(C)N1C(=NN=C1)C1=CC=CC(=N1)C1=C(OC2=C1C(=CC=C2)C=2C=NC=CC2)C(=O)N